C1(=CC=CC=C1)C(C)(C1=CC=C(C=C1)O)C1=CC=C(C=C1)O 4,4'-(1-phenyl-ethane-1,1-diyl)diphenol